NC1=CC=C(C=N1)C=1C=C2CC(N3C(C2=CC1OC)=CC(C(=C3)C(=O)OCC)=O)C(C)(C)C ethyl 9-(6-aminopyridin-3-yl)-6-tert-butyl-10-methoxy-2-oxo-6,7-dihydro-2H-pyrido[2,1-a]isoquinoline-3-carboxylate